C(C(C)C)C=1N=C(N2C1C1=CC(=C(C=C1CC2)OC)C=2N=NN(N2)C)C(=O)N2[C@](CCC2)(C#N)C (R)-1-(1-isobutyl-8-methoxy-9-(2-methyl-2H-tetrazol-5-yl)-5,6-dihydroimidazo[5,1-a]isoquinoline-3-carbonyl)-2-methylpyrrolidine-2-carbonitrile